FC(OC=1C=2N(C=C(C1)C(F)(F)F)C[C@]1(N2)CCC2=C1C=NC(=C2)C(F)(F)F)F (S)-8'-(Difluoromethoxy)-3,6'-bis(trifluoromethyl)-5,6-dihydro-3'H-spiro[cyclopenta[c]pyridin-7,2'-imidazo[1,2-a]pyridin]